5-[2-[5-(aminomethyl)pyrimidin-2-yl]-5-fluorophenoxy]-N,N-diethyl-1-methylpyrazole-3-amine NCC=1C=NC(=NC1)C1=C(OC2=CC(=NN2C)N(CC)CC)C=C(C=C1)F